BrC1=CC=C(C=C1)CCSC1=CC=C(C(=O)NC2=CC(=C(C=C2)O)S(=O)(=O)C)C=C1 4-((4-bromophenylethyl)thio)-N-(4-hydroxy-3-(methylsulfonyl)phenyl)benzamide